BrCC1=C(C(=CC=C1)C1=C(C=C(C=C1F)F)F)C(=O)OC(C)(C)C tert-butyl 3-(bromomethyl)-2',4',6'-trifluoro-[1,1'-biphenyl]-2-carboxylate